C(C)(C)(C)OC(CCC(C)(C#N)C1=NN(C2=CC(=CC=C12)Br)C)=O 4-(6-bromo-1-methyl-1H-indazol-3-yl)-4-cyanopentanoic acid tert-butyl ester